BrC1=C(C=C(C=C1)N1C(C(C(C1([2H])[2H])([2H])[2H])([2H])[2H])([2H])[2H])[Si](C)(C)C1=C(C=CC(=C1)N1C(C(C(C1([2H])[2H])([2H])[2H])([2H])[2H])([2H])[2H])Br Bis(2-bromo-5-(pyrrolidin-1-yl-d8)phenyl)dimethylsilane